COC1=C(C=C(C=C1)C)B(O)O 2-methoxy-5-methylphenylboronic acid